3-(5-amino-8-(3-methylpyridin-4-yl)-2-(pyridin-2-ylamino)-[1,2,4]triazolo[1,5-c]pyrimidin-7-yl)benzonitrile NC1=NC(=C(C=2N1N=C(N2)NC2=NC=CC=C2)C2=C(C=NC=C2)C)C=2C=C(C#N)C=CC2